7-Bromo-3-chloro-8-fluoroquinoline BrC1=CC=C2C=C(C=NC2=C1F)Cl